C(C)(C)(C)OC(=O)N1[C@@H](COCC1)C=1C=C(C=C2CCN(CC12)C(=O)N1[C@H]2CO[C@@H](C1)C2)Cl (R)-3-(2-((1R,4R)-2-oxa-5-azabicyclo[2.2.1]heptane-5-carbonyl)-6-chloro-1,2,3,4-tetrahydroisoquinolin-8-yl)morpholine-4-carboxylic acid tert-butyl ester